N-(3,5-dichloro-4-((3,5-dimethyl-4-oxo-3,4-dihydroquinazolin-6-yl)amino)pyridin-2-yl)propane-1-sulfonamide (9H-fluoren-9-yl)methyl-(2-aminoethyl)carbamate hydrochloride Cl.C1=CC=CC=2C3=CC=CC=C3C(C12)CN(C(O)=O)CCN.ClC=1C(=NC=C(C1NC=1C(=C2C(N(C=NC2=CC1)C)=O)C)Cl)NS(=O)(=O)CCC